3-(((2-((5Z,8Z,11Z,14Z)-icosa-5,8,11,14-tetraenamido)ethoxy)carbonyl)oxy)propyl (2-(trimethylammonio)ethyl) phosphate P(=O)(OCCCOC(=O)OCCNC(CCC\C=C/C\C=C/C\C=C/C\C=C/CCCCC)=O)(OCC[N+](C)(C)C)[O-]